BrC1=C(C=C(C(=C1)Cl)OC)N\N=C/C=O (2Z)-2-[2-(2-bromo-4-chloro-5-methoxyphenyl)hydrazine-1-ylidene]acetaldehyde